C(C)(C)(C)N=CC=CC N-(tert-butyl)but-2-en-1-imine